Cl.Cl.C[C@]12CC(C[C@](CC1)(N2)C)OC2=CC=C(N=N2)C2=NC=C(C=C2O)C=2C=NC=NC2 2-(6-{[(1r,3s,5s)-1,5-dimethyl-8-azabicyclo[3.2.1]oct-3-yl]oxy}pyridazin-3-yl)-5-(pyrimidin-5-yl)pyridin-3-ol dihydrochloride